CC=1C(=C2C(=NC1N1CC3(CN(C3)C(C=C)=O)CC1)CC(OC2)(C)C)C2=C1C=NNC1=CC=C2C (P)-1-(6-(3,7,7-trimethyl-4-(5-methyl-1H-indazol-4-yl)-7,8-dihydro-5H-pyrano[4,3-b]pyridin-2-yl)-2,6-diazaspiro[3.4]octan-2-yl)-2-propen-1-one